(2R,3R)-2-(2,5-difluorophenyl)-3-(((6-fluoropyridin-2-yl)methyl)disulfanyl)-1-(1H-1,2,4-triazol-1-yl)butan-2-ol FC1=C(C=C(C=C1)F)[C@@](CN1N=CN=C1)([C@@H](C)SSCC1=NC(=CC=C1)F)O